Cl.BrC1=CC=C(C=C1)[C@@H](C(F)(F)F)N(C(=O)C1(CNC1)F)C (S)-N-(1-(4-Bromophenyl)-2,2,2-trifluoroethyl)-3-fluoro-N-methylazetidine-3-carboxamide hydrochloride